COC(C1=C(C=C(C(=C1)Cl)N(C([2H])([2H])[2H])C(=O)OC(C)(C)C)OC)=O.[N+](=O)([O-])C1=C(C=CC=C1)C1=C(NC=C1C(=O)NCCN1CCCC1)C1=CC=C(C=C1)C(F)(F)F (2-Nitrophenyl)-N-(2-(pyrrolidin-1-yl)ethyl)-2-(4-(trifluoromethyl)phenyl)Azole-4-carboxamide Methyl-4-(tert-butoxycarbonyl(trideuteromethyl)amino)-5-chloro-2-methoxybenzoate